CS(=O)(=O)CCSC1=CC=C(C=C1)O 4-(2-methylsulfonylethylthio)phenol